COC1=CC(=NC=C1)C=1N=C(C2=C(N1)CCC2)N(CC(=O)NC=2C=NC(=CC2)OC)C 2-{[2-(4-methoxypyridin-2-yl)-5H,6H,7H-cyclopenta[d]pyrimidin-4-yl](methyl)amino}-N-(6-methoxypyridin-3-yl)acetamide